[Si](C1=CC=CC=C1)(C1=CC=CC=C1)(C(C)(C)C)OC[C@H]1NCC=CCC1 (S)-2-(((tert-Butyldiphenylsilyl)oxy)methyl)-2,3,4,7-tetrahydro-1H-azepine